methyl [(2R)-2-methyl-3,4-dihydro-2H-pyrano[3,2-b]pyridin-4-yl]acetate C[C@@H]1CC(C2=NC=CC=C2O1)CC(=O)OC